(S)-(3,4-dihydro-2H-pyran-2-yl)-methanol O1[C@@H](CCC=C1)CO